5-(7-(azetidin-3-yloxy)-3-(benzyloxy)-1-fluoronaphthalen-2-yl)-1,2,5-thiadiazolidin-3-one 1,1-dioxide N1CC(C1)OC1=CC=C2C=C(C(=C(C2=C1)F)N1CC(NS1(=O)=O)=O)OCC1=CC=CC=C1